CC1=NC(=C2NC=NC2=N1)N 2-methyladenine